4-methoxy-N-((S)-1-oxo-1-(((S)-3-oxo-1-((S)-2-oxopyrrolidin-3-yl)-4-(trifluoromethoxy)butan-2-yl)amino)-5-phenylpentan-2-yl)-1H-indole-2-carboxamide COC1=C2C=C(NC2=CC=C1)C(=O)N[C@H](C(N[C@@H](C[C@H]1C(NCC1)=O)C(COC(F)(F)F)=O)=O)CCCC1=CC=CC=C1